1,3-di-ortho-tolylguanidine C1(=C(C=CC=C1)NC(=N)NC1=C(C=CC=C1)C)C